N-(2-chloro-4-((trifluoromethyl)thio)phenyl)-2-(2-(dimethylamino)-5-ethyl-6-(4-(3-hydroxypicolinoyl)piperazin-1-yl)-7-oxo-[1,2,4]triazolo[1,5-a]pyrimidin-4(7H)-yl)acetamide ClC1=C(C=CC(=C1)SC(F)(F)F)NC(CN1C=2N(C(C(=C1CC)N1CCN(CC1)C(C1=NC=CC=C1O)=O)=O)N=C(N2)N(C)C)=O